C(C)(C)(C)SC1=CC=2N(C=C1OC[C@H](C)O)N=CC2 (s)-1-((5-(tert-butylthio)pyrazolo[1,5-a]pyridin-6-yl)oxy)propan-2-ol